tert-butyl 4-{4-[(4-{1-[(tert-butoxy)carbonyl]-1,2,3,6-tetrahydropyridin-4-yl}-3-methylphenyl)carbamoyl]-3-(trifluoromethyl)phenyl}-1,2,3,6-tetrahydropyridine-1-carboxylate C(C)(C)(C)OC(=O)N1CCC(=CC1)C1=C(C=C(C=C1)NC(=O)C1=C(C=C(C=C1)C=1CCN(CC1)C(=O)OC(C)(C)C)C(F)(F)F)C